3-(2,2-difluoroethyl)-6-[1-(2,4-difluorophenyl)-4-hydroxy-pyrazolo[3,4-d]pyrimidin-6-yl]-3,6-diazabicyclo[3.1.1]heptan-2-one FC(CN1C(C2N(C(C1)C2)C2=NC(=C1C(=N2)N(N=C1)C1=C(C=C(C=C1)F)F)O)=O)F